F[C@H]1C[C@H](CNC1)NC(OC(C)(C)C)=O |&1:1| tert-butyl ((3R,SR)-5-fluoropiperidin-3-yl)carbamate